N1=CC=C(C=C1)C1=NC2=C(N1)C=CC(=C2)N2C(C1=CC=CC=C1C2)=O 2-(2-(pyridin-4-yl)-1H-benzimidazol-5-yl)isoindolin-1-one